3-[[4-[2-[(2,6-dimethylpyrimidin-4-yl)amino]pyrazolo[1,5-a]pyridin-5-yl]-6-methyl-3-pyridyl]oxymethyl]phenol CC1=NC(=CC(=N1)NC1=NN2C(C=C(C=C2)C2=C(C=NC(=C2)C)OCC=2C=C(C=CC2)O)=C1)C